C(C)(=O)[O-].C[NH+]1[C@@H](CCC1)C=1C(=NC=CC1)C (2S)-1-methyl-2-(2-methylpyridin-3-yl)pyrrolidin-1-ium acetate